[Si](C)(C)(C(C)(C)C)OC=1C=CC2=C(CCC=3C(=CNC23)C2=CC=CC=C2)C1 7-((tert-butyldimethylsilyl)oxy)-3-phenyl-4,5-dihydro-1H-benzo[g]indole